1-(2,8-dibromo-1,9-dimethyl-10H-phenoxazin-10-yl)ethan-1-one BrC1=C(C=2N(C3=C(C(=CC=C3OC2C=C1)Br)C)C(C)=O)C